carbamoyl (pyrrolidine-1-carbonyl)-2,2-dimethyl-4,17-dioxo-3,8,11,14-tetraoxa-5,18-diazahenicosan-21-oate N1(CCCC1)C(=O)CC(OC(NCCOCCOCCOCCC(NCCC(=O)OC(N)=O)=O)=O)(C)C